F[C@]1(C[C@@H](CC1)C1=NOC(=N1)C1CCN(CC1)C(CC1=NC=NN1C)=O)C 1-(4-(3-((1R,3R)-3-fluoro-3-methylcyclopentyl)-1,2,4-oxadiazol-5-yl)piperidin-1-yl)-2-(1-methyl-1H-1,2,4-triazol-5-yl)ethan-1-one